C1(CCCCC1)C(C(=O)NC1CCCCC1)N1C(=NC2=C1C=CC=C2)C2=C(C(=CC=C2)F)F 2,N-dicyclohexyl-2-[2-(2,3-difluoro-phenyl)-benzimidazol-1-yl]-acetamide